2-(5-bromo-4-methyl-2-pyridyl)-8a-methyl-7-(7H-pyrrolo[2,3-d]pyrimidin-4-yl)-3,4,4a,5,6,8-hexahydro-1H-2,7-naphthyridine BrC=1C(=CC(=NC1)N1CC2(CN(CCC2CC1)C=1C2=C(N=CN1)NC=C2)C)C